C(CNC(=N)NC(=N)N)NC(=N)NC(=N)N 1,1'-ethylenebisbiguanide